C(#N)C1=CC(=C(COC2=CC=CC(=N2)C=2CCN(CC2)CC=2N(C3=C(N2)SC(=C3)C(=O)O)CC3OCC3)C=C1)F 2-((6-((4-cyano-2-fluorobenzyl)oxy)-3',6'-dihydro-[2,4'-bipyridyl]-1'(2'H)-yl)methyl)-1-(oxetan-2-ylmethyl)-1H-thieno[2,3-d]imidazole-5-carboxylic acid